(2R)-N-((R)-(3-chloro-2,4-difluorophenyl)(5-fluoro-6-(trifluoromethyl)pyridin-3-yl)methyl)-2-methyl-3-oxopiperazine-1-carboxamide ClC=1C(=C(C=CC1F)[C@H](NC(=O)N1[C@@H](C(NCC1)=O)C)C=1C=NC(=C(C1)F)C(F)(F)F)F